CC1=CC=CC=C1S(=O)(=O)O 6-methyl-benzenesulfonic acid